2-(6-(((1R,3S,5S)-1,5-dimethyl-9-azabicyclo[3.3.1]nonan-3-yl)(methyl)amino)pyridazin-3-yl)-4-fluoro-5-(6-(methoxy-d3)pyridazin-4-yl)phenol C[C@]12CC(C[C@](CCC1)(N2)C)N(C2=CC=C(N=N2)C2=C(C=C(C(=C2)F)C2=CN=NC(=C2)OC([2H])([2H])[2H])O)C